N1C(=CC2=CC=CC=C12)CC(C(=O)O)=O.N1C(=CC2=CC=CC=C12)CC(=O)O indolylacetic acid (indolepyruvate)